3-((4-(5-(chlorodifluoromethyl)-1,2,4-oxadiazol-3-yl)benzyl)amino)-4-(pyridin-3-ylamino)cyclobut-3-ene ClC(C1=NC(=NO1)C1=CC=C(CNC=2CCC2NC=2C=NC=CC2)C=C1)(F)F